S(O)(O)(=O)=O.C(=C)N1C=NC=C1 3-vinylimidazole bisulfate